FC=1C=2N(C=C(C1)C=1C=C3C=CN(C(C3=CC1)=O)[C@H]1CNCCC1)C=C(N2)C 6-{8-fluoro-2-methylimidazo[1,2-a]pyridin-6-yl}-2-[(3R)-piperidin-3-yl]isoquinolin-1-one